C(C)(C)(C)OC(=O)NCCC(C(=O)O)(C)C 4-((tert-butoxycarbonyl)amino)-2,2-dimethylbutanoic acid